ClCC=1C=C(C(=O)C2=C(C(=C(C=C2)C2=CC=CC=C2)C)C(=O)NN)C=CC1 (3-(chloromethyl)benzoyl)-2-methyl-[1,1'-biphenyl]-3-carboxylic acid hydrazide